CC(C)(C)OC(=O)N1CC(C1)(C(C)O)O 3-hydroxy-3-(1-hydroxyethyl)azetidine-1-carboxylic acid-1,1-dimethylethyl ester